C(C1CO1)OCC(C)(COCC1CO1)C neopentyl glycol diglycidyl ether